dioctyltin dibenzoate C(C1=CC=CC=C1)(=O)[O-].C(C1=CC=CC=C1)(=O)[O-].C(CCCCCCC)[Sn+2]CCCCCCCC